3-[3-[1-[5-[5-[(4,6-difluoro-1H-indol-5-yl)oxy]-2-(methoxymethoxy)phenyl]-1-(3-hydroxypropyl)-1,2,4-triazol-3-yl]ethyl]-2-fluoro-phenyl]propanoic acid FC1=C2C=CNC2=CC(=C1OC=1C=CC(=C(C1)C1=NC(=NN1CCCO)C(C)C=1C(=C(C=CC1)CCC(=O)O)F)OCOC)F